methyl 7-cyclopropyl-6-methyl-furo[2,3-b]pyrazine-2-carboxylate C1(CC1)C1=C(OC2=NC=C(N=C21)C(=O)OC)C